ClC=1C=C(C=C(C1)C#N)NC(C(C)(C)N1N=CC(=C1)C#CC1CN(C1)C=1C=C2C(N(C(C2=CC1)=O)C1C(NC(CC1)=O)=O)=O)=O N-(3-chloro-5-cyanophenyl)-2-(4-((1-(2-(2,6-dioxopiperidin-3-yl)-1,3-dioxoisoindolin-5-yl)azetidin-3-yl)ethynyl)-1H-pyrazol-1-yl)-2-methylpropanamide